CN1C(=NN=C1SC)C1=C(C=C(C=C1)[N+](=O)[O-])N1CCCCCC1 1-[2-(4-methyl-5-methylsulfanyl-1,2,4-triazol-3-yl)-5-nitrophenyl]azepane